FC=1C=2N(C=CC1)N=C(C2)[C@@H]2N(CCC1=C2N=CN1)C(=O)C=1C=NN2C1C=CC=C2 (R)-(4-(4-fluoropyrazolo[1,5-a]pyridin-2-yl)-6,7-dihydro-1H-imidazo[4,5-c]pyridin-5(4H)-yl)(pyrazolo[1,5-a]pyridin-3-yl)methanone